BrC=1C2(C3=CC=CC=C3C1)CCC(CC2)(C(=O)O)NC2=CC(=CC=C2)Cl (1s,4s)-2'-bromo-4-(3-chloroanilino)spiro[cyclohexane-1,1'-indene]-4-carboxylic acid